NCC(CCO)C1=CC(=CC=C1)Cl 4-amino-3-(3-chlorophenyl)butan-1-ol